CC(C)N1C(=NC(C)(C)C)SCN(C1=O)C2=CC=CC=C2 The molecule is a 2-(tert-butylimino)-5-phenyl-3-(propan-2-yl)-1,3,5-thiadiazinan-4-one in which the C=N double bond has Z configuration. It has a role as an insecticide and a member of homopteran inhibitor of chitin biosynthesis.